2,3-dimethyl-1,4-butanediol bis(diphenylphosphonite) C1(=CC=CC=C1)P(O)(O)C1=CC=CC=C1.C1(=CC=CC=C1)P(O)(O)C1=CC=CC=C1.CC(CO)C(CO)C